O=C1N(CCC(N1)=O)N1C(C2=CC=C(C=C2C1=O)CN1CCC(=CC1)C=1C2=C(N=C(N1)C)SC1=C2CCCC1)=O 2-(2,4-Dioxotetrahydropyrimidin-1(2H)-yl)-5-((4-(2-methyl-5,6,7,8-tetrahydrobenzo[4,5]thieno[2,3-d]pyrimidin-4-yl)-3,6-dihydropyridin-1(2H)-yl)methyl)isoindoline-1,3-dione